N-[(1S)-1-(4,4-difluorocyclohexyl)-2-oxo-2-[[1-[tetrahydropyran-4-yl-[1-(2,2,2-trifluoroethyl)tetrazol-5-yl]methyl]pyrazol-4-yl]amino]ethyl]-2-isopropyl-pyrazole-3-carboxamide FC1(CCC(CC1)[C@@H](C(NC=1C=NN(C1)C(C1=NN=NN1CC(F)(F)F)C1CCOCC1)=O)NC(=O)C=1N(N=CC1)C(C)C)F